4-(2,4-dihydroxyphenyl)-1-(morpholin-4-yl)pentan-1-one OC1=C(C=CC(=C1)O)C(CCC(=O)N1CCOCC1)C